FC1(C(NC=NO1)C1=CC=C(C=C1)OC)F 6,6-difluoro-5-(4-methoxyphenyl)-5,6-dihydro-4H-1,2,4-oxadiazine